tert-butyl (2-chloro-7-((3aS,4S,6R,6aR)-6-(hydroxymethyl)-2,2-dimethyltetrahydrofuro[3,4-d][1,3]dioxol-4-yl)pyrrolo[2,1-f][1,2,4]triazin-4-yl)(cyclopentyl)carbamate ClC1=NN2C(C(=N1)N(C(OC(C)(C)C)=O)C1CCCC1)=CC=C2[C@@H]2O[C@@H]([C@H]1OC(O[C@H]12)(C)C)CO